COC([C@H](CC(C)C)NC=1NC(/C(/N1)=C/C1=CC2=C(N=CS2)C=C1)=O)=O (2S)-2-[[(4Z)-4-(1,3-benzothiazol-6-ylmethylene)-5-oxo-1H-imidazol-2-yl]amino]-4-methyl-pentanoic acid methyl ester